barium pimelate C(CCCCCC(=O)[O-])(=O)[O-].[Ba+2]